O[C@H](C\C=C/C\C=C/CCCCCCCCCCCCC(=O)[O-])\C=C\C=C\C=C/[C@H](C\C=C/CC)O.[Na+] sodium (14Z,17Z,20R,21E,23E,25Z,27S,29Z)-20,27-dihydroxydotriaconta-14,17,21,23,25,29-hexaenoate